NC=1C=2N(C=CN1)C(=NC2Br)[C@H]2C[C@](CC2)(C(=O)OC)C (1S,3R)-methyl 3-(8-amino-1-bromoimidazo[1,5-a]pyrazin-3-yl)-1-methylcyclopentanecarboxylate